NC1=C(C=CC(=C1F)NCC1=CC=C(C=C1)C(F)(F)F)NC([C@H]([C@H](CCCCCCCCC)F)F)=O (2R,3S)-N-(2-amino-3-fluoro-4-((4-(trifluoromethyl)benzyl)amino)phenyl)-2,3-difluorododecanamide